methyl 5-[[2-[1-[(4-methylphenyl)methyl]-5-oxopyrrolidin-2-yl]acetyl]amino]-4-oxopentanoat CC1=CC=C(C=C1)CN1C(CCC1=O)CC(=O)NCC(CCC(=O)OC)=O